F[C@H]1CN(CC1)C1=CC(=NC=C1)N1N=CC(=C1)S(=O)(=O)NC=1C=CC=C2C=NN(C12)C 1-{4-[(3R)-3-fluoropyrrolidin-1-yl]pyridin-2-yl}-N-(1-methylindazol-7-yl)pyrazole-4-sulfonamide